(S)-5-chloro-3-((5-oxopyrrolidin-2-yl)methoxy)thieno[2,3-b]pyridine-6-carboxamide ClC=1C=C2C(=NC1C(=O)N)SC=C2OC[C@H]2NC(CC2)=O